ClC=1C=C(C=CC1)[C@]1(SCCC1)C1=CSC=C1 (2S)-2-(3-chlorophenyl)-2,3,4,5-tetrahydro-2,3'-bithiophen